potassium tris(trifluoromethanesulfonyl)methane FC(S(=O)(=O)C(S(=O)(=O)C(F)(F)F)S(=O)(=O)C(F)(F)F)(F)F.[K]